OC1=C(C=CC(=C1)O)C(\C=C\C1=CC=C(C=C1)SC(C)(C)C1(CC1)O)=O (E)-1-(2,4-Dihydroxyphenyl)-3-[4-[2-(1-hydroxycyclopropyl)propan-2-ylsulfanyl]phenyl]prop-2-en-1-one